propoxytetraethylene glycol C(CC)OC(COCCOCCOCCO)O